ClC=1C=C(C=CC1Cl)NC1=NC=2C=CC=CC2C2=C1N=C(N2)CCCCC N-(3,4-Dichloro-phenyl)-2-pentyl-1H-imidazo[4,5-c]quinolin-4-amine